C(C)(C)(C)OC(=O)N1CC(C(C(C1)C)(F)F)CCCO 4,4-Difluoro-3-(3-hydroxypropyl)-5-methyl-piperidine-1-carboxylic acid tert-butyl ester